ClC1=NC(=C2C(=N1)N(N=C2CC)C2CCCC2)NCC2=CC=C(C=C2)F 6-chloro-1-cyclopentyl-3-ethyl-N-(4-fluorobenzyl)-1H-pyrazolo[3,4-d]pyrimidin-4-amine